3-(methyl)amino-propan-1-ol dibenzoate C(C1=CC=CC=C1)(=O)O.C(C1=CC=CC=C1)(=O)O.CNCCCO